CC1(CC(O1)/C=C/C1=CC2=C(OCO2)C=C1)C (E)-5-(2-(4,4-dimethyloxetan-2-yl)vinyl)benzo[d][1,3]dioxole